dibenzyl (((1-((bis(benzyloxy)phosphoryl)methyl)-3-(2-(bis(methyl-d3)amino)ethyl)-1H-indol-4-yl)oxy)methyl)phosphonate C(C1=CC=CC=C1)OP(=O)(OCC1=CC=CC=C1)CN1C=C(C2=C(C=CC=C12)OCP(OCC1=CC=CC=C1)(OCC1=CC=CC=C1)=O)CCN(C([2H])([2H])[2H])C([2H])([2H])[2H]